5-bromo-6-fluoro-1,3-dihydrobenzo[c]thiophene 2,2-dioxide BrC1=CC2=C(CS(C2)(=O)=O)C=C1F